2,6-Difluoro-4-((7-methoxy-2-oxo-2,3-dihydro-1H-imidazo[4,5-c][1,8]naphthyridin-1-yl)methyl)-benzenesulfonamide FC1=C(C(=CC(=C1)CN1C(NC=2C=NC=3N=C(C=CC3C21)OC)=O)F)S(=O)(=O)N